3-Chloropropyl-methyldimethoxysilane ClCCC[Si](OC)(OC)C